6-(4-cyanophenyl)-4-(((trifluoromethyl)sulfonyl)oxy)-3,6-dihydropyridine-1(2H)-carboxylic acid benzyl ester C(C1=CC=CC=C1)OC(=O)N1CCC(=CC1C1=CC=C(C=C1)C#N)OS(=O)(=O)C(F)(F)F